(3R,4S)-4-(4,4-diethyl-2-imino-6-oxotetrahydropyrimidin-1(2H)-yl)-N-((S)-2,2-dimethylchroman-4-yl)-3-methoxychromane-6-carboxamide C(C)C1(NC(N(C(C1)=O)[C@@H]1[C@H](COC2=CC=C(C=C12)C(=O)N[C@H]1CC(OC2=CC=CC=C12)(C)C)OC)=N)CC